diethylstearyl-sulfonium chloride [Cl-].C(C)[S+](CCCCCCCCCCCCCCCCCC)CC